rac-(2R,4R)-6-chloro-N-{4-[2-(4-chloro-3-fluorophenoxy)acetamido]bicyclo[2.1.1]hexan-1-yl}-4-hydroxy-3,4-dihydro-2H-1-benzopyran-2-carboxamide ClC=1C=CC2=C([C@@H](C[C@@H](O2)C(=O)NC23CCC(C2)(C3)NC(COC3=CC(=C(C=C3)Cl)F)=O)O)C1 |r|